N-(4-cyanobenzyl)-8-((1-((3,5-dioxomorpholino)sulfonyl)cyclopropyl)methoxy)-1-methyl-2-oxo-1,2-dihydro-1,7-naphthyridine-3-carboxamide C(#N)C1=CC=C(CNC(=O)C=2C(N(C3=C(N=CC=C3C2)OCC2(CC2)S(=O)(=O)N2C(COCC2=O)=O)C)=O)C=C1